N-(2,2,6,6-tetramethylpiperidin-4-yl)[1,3]thiazolo[5,4-d]pyrimidin-2-amin CC1(NC(CC(C1)NC=1SC=2N=CN=CC2N1)(C)C)C